C(C)(=O)N1C(CCC1)C(=O)NC(C1=NC=C(C=C1)C(C)C)C1=CC=CC=C1 1-acetyl-N-{phenyl-[5-(prop-2-yl)pyridin-2-yl]methyl}pyrrolidine-2-carboxamide